6-Ethoxy-1-hydroxy-9-(1-methyl-piperidine-4-ylidene)-9,10-dihydro-acridine C(C)OC=1C=C2NC=3C=CC=C(C3C(C2=CC1)=C1CCN(CC1)C)O